NC1=CC=C(C=N1)/C=C/C(=O)NCC=1OC2=C(C1)C=C(C=C2C=2C=C1C=CN=CC1=CC2)C2=NC=C(C=C2)C(=O)N2CCC(CC2)(F)F (E)-3-(6-amino-pyridin-3-yl)-N-((5-(5-(4,4-difluoro-piperidine-1-carbonyl)pyridin-2-yl)-7-(isoquinolin-6-yl)benzofuran-2-yl)methyl)acrylamide